N1CCC(CC1)C(=O)OC1=NC(=NC(=N1)C=1C(=NC(=NC1)N)C(F)F)N1CCOCC1 (4-(2-amino-4-(difluoromethyl) pyrimidin-5-yl)-6-morpholino-1,3,5-triazin-2-yl) piperidine-4-carboxylate